CNC(=O)C1CNCCC1 N-methylpiperidine-3-carboxamide